BrC1=CC=C(C=C1)C1C2CC3CC(CC1C3)C2 (1R,2r,3S,5r)-2-(4-bromophenyl)adamantane